COC(=O)C=1C=C(C=CC1O)C1=C(C=C(C=C1)C)Cl 2'-chloro-4-hydroxy-4'-methyl-[1,1'-biphenyl]-3-carboxylic acid methyl ester